N-(3-(dimethylamino)propyl)-N-(1-(2-((6Z,15Z)-henicosa-6,15-dien-11-ylidene)hydrazineyl)-1-oxododecan-3-yl)-2-hexyldecanamide CN(CCCN(C(C(CCCCCCCC)CCCCCC)=O)C(CC(=O)NN=C(CCC\C=C/CCCCC)CCC\C=C/CCCCC)CCCCCCCCC)C